6-nitro-2H-1,4-benzoxazin-3(4H)-one [N+](=O)([O-])C=1C=CC2=C(NC(CO2)=O)C1